N-[5-(4-fluoro-1H-benzimidazol-2-yl)-1-[(4-methoxyphenyl)-methyl]pyrazol-3-yl]-6-(3-methoxyazetidin-1-yl)pyridine-3-carboxamide FC1=CC=CC=2NC(=NC21)C2=CC(=NN2CC2=CC=C(C=C2)OC)NC(=O)C=2C=NC(=CC2)N2CC(C2)OC